N1CC(C1)N1C([C@H]2N(C(C1)=O)CC[C@H](C2)C2=C(C=C(C(=C2)Cl)Cl)O)=O (8R,9aS)-2-(azetidin-3-yl)-8-(4,5-dichloro-2-hydroxyphenyl)hexahydro-4H-pyrido[1,2-a]pyrazine-1,4(6H)-dione